tert-Butyl 3-[7-(benzyloxy)-1,4-dimethyl-1H-benzotriazol-5-yl]-3-(7-{[(2R,5S)-2-ethyl-5-methyl-2,3-dihydropyrido[2,3-f][1,4]oxazepin-4(5H)-yl]methyl}-1-benzothiophen-5-yl)propanoate C(C1=CC=CC=C1)OC1=CC(=C(C2=C1N(N=N2)C)C)C(CC(=O)OC(C)(C)C)C=2C=C(C1=C(C=CS1)C2)CN2C[C@H](OC1=C([C@@H]2C)N=CC=C1)CC